4-[[(3R,4R)-1-(2-cyanoacetyl)-4-methyl-3-piperidinyl]-methyl-amino]pyrrolo[2,3-d]pyrimidine-7-carboxylic acid 4-aminobutyl ester hydrochloride Cl.NCCCCOC(=O)N1C=CC2=C1N=CN=C2N(C)[C@H]2CN(CC[C@H]2C)C(CC#N)=O